FC(COCCN(CC[C@@H](C(=O)O)NC1=NC=C(C=N1)C(F)(F)F)CCCCC1=NC=2NCCCC2C=C1)F (S)-4-((2-(2,2-difluoroethoxy)ethyl)(4-(5,6,7,8-tetrahydro-1,8-naphthyridin-2-yl)butyl)amino)-2-((5-(trifluoromethyl)pyrimidin-2-yl)amino)butanoic acid